C(C)C(CC1=CC=C(S1)C1=C2C(SC=C2)=C(C2=C1SC=C2)C=2SC(=CC2)CC(CCCC)CC)CCCC 4,8-bis(5-(2-ethylhexyl)thienyl)benzo[1,2-B:4,5-B']dithiophene